1-amino-7-azaspiro[3.5]nonane-7-carboxylic acid tert-butyl ester hydrochloride Cl.C(C)(C)(C)OC(=O)N1CCC2(CCC2N)CC1